C(#N)C1=C2N=C(C=NC2=CC=C1Cl)N1CCOCC1 5-cyano-6-chloro-3-(4-morpholinyl)-quinoxaline